2-((2R,5S)-4-(tert-butyloxycarbonyl)-2,5-dimethylpiperazin-1-yl)-2-(4-fluorophenyl)acetic acid C(C)(C)(C)OC(=O)N1C[C@H](N(C[C@@H]1C)C(C(=O)O)C1=CC=C(C=C1)F)C